FC(C(=O)O)(F)F.NC1=NC=CC(=C1Cl)SC=1C=2N(C(=NC1)N1CCC3([C@@H](C=4N(N=CC4Cl)C3)N)CC1)C=CN2 (S)-1-(8-((2-amino-3-chloropyridin-4-yl)thio)imidazo[1,2-c]pyrimidin-5-yl)-3'-chloro-4'H,6'H-spiro[piperidine-4,5'-pyrrolo[1,2-b]pyrazol]-4'-amine (trifluoroacetate)